benzyl 3-(benzyloxy)-4-nitrobenzoate C(C1=CC=CC=C1)OC=1C=C(C(=O)OCC2=CC=CC=C2)C=CC1[N+](=O)[O-]